2-hexylcinnamaldehyde C(CCCCC)C1=C(C=CC=O)C=CC=C1